C1CCC2=CC(=CC=C12)C1[C@@H]2CN(C[C@H]12)C(=O)C1CC2(C1)NC(OC2)=O (2s,4S)-2-((1R,5S,6S)-6-(2,3-Dihydro-1H-inden-5-yl)-3-azabicyclo[3.1.0]hexane-3-carbonyl)-7-oxa-5-azaspiro[3.4]octan-6-one